C(C)(C)(C)OC(=O)N1C[C@@H](CCC1)N(C(=O)C1=C(C=C(C(=O)O)C=C1)F)C1=NC=CC2=CC=CC(=C12)C (R)-4-((1-(tert-butoxycarbonyl)piperidin-3-yl)(8-methylisoquinolin-1-yl)carbamoyl)-3-fluorobenzoic acid